C(C1=CC=CC=C1)OC1CC(C1)C1=C(C=CC=C1F)Br (3-(benzyloxy)cyclobutyl)-1-bromo-3-fluorobenzene